(4-(8-(2-Bromophenethyl)-7-(cyclobutylmethyl)-2,6-dioxo-1-(prop-2-yn-1-yl)-1,2,6,7-tetrahydro-3H-purin-3-yl)butyl)phosphonic acid BrC1=C(CCC2=NC=3N(C(N(C(C3N2CC2CCC2)=O)CC#C)=O)CCCCP(O)(O)=O)C=CC=C1